tert-butyl[(1-{6-[2-(methoxymethoxy)-4-(6-methoxypyridazin-4-yl)phenyl]pyridazin-3-yl}pyrrolidin-3-yl)methyl]amine C(C)(C)(C)NCC1CN(CC1)C=1N=NC(=CC1)C1=C(C=C(C=C1)C1=CN=NC(=C1)OC)OCOC